COC1=NC=CC(=C1)[C@@H]1N(C[C@H](CC1)C)C(C(=O)NC=1C=C(C=NC1)C(=O)N)=O |r| rac-5-{2-[(2R,5S)-2-(2-methoxypyridin-4-yl)-5-methylpiperidin-1-yl]-2-oxoacetamido}pyridine-3-carboxamide